(1R,4R)-4-AMINOCYCLOPENT-2-ENECARBOXYLIC ACID N[C@H]1C=C[C@@H](C1)C(=O)O